C1(CCCCC1)CN1CCC(CC1)C=1C(=C2CN(C(C2=CC1F)=O)C1C(NC(CC1)=O)=O)F 3-(5-(1-(cyclohexylmethyl)piperidin-4-yl)-4,6-difluoro-1-oxoisoindolin-2-yl)piperidine-2,6-dione